3-(5-(2-(4-(6-(6-((R)-2-(3-fluorophenyl)pyrrolidin-1-yl)imidazo[1,2-b]pyridazin-3-yl)pyridin-2-yl)piperazin-1-yl)ethoxy)-1H-benzo[d]imidazol-1-yl)piperidine-2,6-dione FC=1C=C(C=CC1)[C@@H]1N(CCC1)C=1C=CC=2N(N1)C(=CN2)C2=CC=CC(=N2)N2CCN(CC2)CCOC2=CC1=C(N(C=N1)C1C(NC(CC1)=O)=O)C=C2